[N+](=O)([O-])C1=C(OCCOC2=C(C=CC(=C2)C)[N+](=O)[O-])C=CC=C1 2-(2-(2-nitrophenoxy)ethoxy)-4-methylnitrobenzene